FC(C1=CC=C(C=C1)NC(NC1=CNC2=CC=C(C=C12)C1=CC=C(C=C1)NC(C)=O)=O)(F)F N-(4-(3-(3-(4-(trifluoromethyl)phenyl)ureido)-1H-indol-5-yl)phenyl)acetamide